(4S)-4,11-diethyl-4,9-dihydroxy-1,4-dihydro-3h,14h-pyrano[3',4':6,7]indolizino[1,2-b]quinoline-3,14-dione C(C)[C@]1(C(OCC=2C(N3CC=4C(=NC=5C=CC(=CC5C4CC)O)C3=CC21)=O)=O)O